FC1=C(NC=2C3=C(N=CN2)C=CC(=N3)O[C@@H]3CN(CC3)C(=O)OC(C)(C)C)C=CC(=C1F)OC[C@H]1COCC1 tert-butyl (3S)-3-[4-[2,3-difluoro-4-[[(3R)-tetrahydrofuran-3-yl]methoxy]anilino]pyrido[3,2-d]pyrimidin-6-yl]oxypyrrolidine-1-carboxylate